(2-methyl-6-ethyl-1,4-phenylene) ether CC1=C2C(=CC(=C1)O2)CC